O1CCC2=C1C=C(C=C2)[C@@H](C)N2CCN(CC2)C2=CC=C(C=N2)S(=O)(C)=N (6-(4-((R)-1-(2,3-dihydrobenzofuran-6-yl)ethyl)piperazin-1-yl)pyridin-3-yl)(imino)(methyl)-λ6-sulfanone